ethyl isovalerate (ethyl 3-methyl-butanoate) C(C)C(C(=O)O)C(C)C.C(CC(C)C)(=O)OCC